OC1=CC=C(C=C1)C=1NC(=C(N1)C1=NC=CC=C1)C1=NC=CC=C1 2-(4-hydroxyphenyl)-4,5-bis(2-pyridyl)imidazole